5-chloro-1-(3-methoxybenzyl)-1,3-dihydro-2H-benzo[d]imidazol-2-one ClC1=CC2=C(N(C(N2)=O)CC2=CC(=CC=C2)OC)C=C1